fluoro-2,2-dimethyl-1,3-dioxole FC=1OC(OC1)(C)C